1-(2-(difluoromethoxy)-5-(piperidin-4-ylthio)phenyl)-3-methyl-6-(pyrazolo[1,5-a]pyrimidin-3-yl)-1H-pyrazolo[4,3-c]pyridine FC(OC1=C(C=C(C=C1)SC1CCNCC1)N1N=C(C=2C=NC(=CC21)C=2C=NN1C2N=CC=C1)C)F